3-[4-deuterio-8-methyl-1-(2,2,2-trifluoroacetyl)-2,3-dihydroquinolin-4-yl]-1-methyl-7-methylsulfonyl-4H-pyrimido[4,5-d]pyrimidin-2-one [2H]C1(CCN(C2=C(C=CC=C12)C)C(C(F)(F)F)=O)N1C(N(C2=NC(=NC=C2C1)S(=O)(=O)C)C)=O